OCC[NH+]1CCOCC1 4-(2-hydroxyethyl)morpholinium